C(C)OC(=O)C1=NC2=CC=CC=C2N=C1SC1=CC=C(C=C1)Br 2-ethoxycarbonyl-3-(4-bromophenylthio)-quinoxaline